tert-butyl 4-((5-fluoro-4-oxo-7-((tetrahydro-2H-pyran-4-yl)methoxy)-3,4-dihydroquinazolin-2-yl)methoxy)piperidine-1-carboxylate FC1=C2C(NC(=NC2=CC(=C1)OCC1CCOCC1)COC1CCN(CC1)C(=O)OC(C)(C)C)=O